(R)-8-(2-hydroxy-2-(3'-(trifluoromethyl)-[1,1'-biphenyl]-3-yl)acetyl)-2-(1-phenylcyclopropyl)-3,5,6,7,8,9-hexahydro-4H-pyrimido[4,5-c]azepin-4-one O[C@@H](C(=O)N1CC2=C(CCC1)C(NC(=N2)C2(CC2)C2=CC=CC=C2)=O)C=2C=C(C=CC2)C2=CC(=CC=C2)C(F)(F)F